IC=1C=C2C(=NC1)N(N=C2)C2OCCCC2 5-iodo-1-(tetrahydro-2H-pyran-2-yl)-1H-pyrazolo[3,4-b]Pyridine